(Z)-N-(5-(6-(1-(hydroxyimino)propyl)-4-methylpyridin-3-yl)imidazo[1,2-a]thiazolo[4,5-e]pyridin-2-yl)cyclopropanecarboxamide O\N=C(\CC)/C1=CC(=C(C=N1)C=1C=2N(C3=C(C1)N=C(S3)NC(=O)C3CC3)C=CN2)C